(bromomethyl)-4-(2-(N-methyl-3,4,5-trioctadecyloxybenzamido)ethoxy)Benzoic acid methyl ester COC(C1=C(C=C(C=C1)OCCN(C(C1=CC(=C(C(=C1)OCCCCCCCCCCCCCCCCCC)OCCCCCCCCCCCCCCCCCC)OCCCCCCCCCCCCCCCCCC)=O)C)CBr)=O